C(C=C)(=O)N1CC(CC1)C=1C=C(N2C(=NC=CC21)N)C2=CC=C(C(=O)NC1=NC=CC=C1Cl)C=C2 4-(5-(1-acryloylpyrrolidin-3-yl)-1-aminopyrrolo[1,2-c]pyrimidin-7-yl)-N-(3-chloropyridin-2-yl)benzamide